2,2,2-tribromo-N-ethyl-N-methylacetamide BrC(C(=O)N(C)CC)(Br)Br